(R)-4-(3-(4-amino-2-methylpyrido[3,2-d]pyrimidin-6-yl)phenyl)-2-(thiazol-2-yl)but-3-yn-2-ol NC=1C2=C(N=C(N1)C)C=CC(=N2)C=2C=C(C=CC2)C#C[C@@](C)(O)C=2SC=CN2